Tert-butyl 4-[1-(7-[[2-fluoro-4-(pyrazol-1-yl)phenyl]amino]-1,6-naphthyridin-2-yl)-1-hydroxyethyl]piperidine-1-carboxylate FC1=C(C=CC(=C1)N1N=CC=C1)NC1=NC=C2C=CC(=NC2=C1)C(C)(O)C1CCN(CC1)C(=O)OC(C)(C)C